BrCC1=C(C=CC(=C1)CN1C(=NC2(C1=O)CCCC2)CCCC)C=2C(=CC=CC2)S(=O)(=O)N(COC)C2=NC=C(N=C2OC)C 2'-(bromomethyl)-4'-((2-butyl-4-oxo-1,3-diazaspiro[4.4]non-1-en-3-yl)methyl)-N-(3-methoxy-5-methylpyrazin-2-yl)-N-(methoxymethyl)-[1,1'-biphenyl]-2-sulphonamide